sodium (S)-3-(3-(1,5-dimethyl-4-oxido-2-oxo-1,2-dihydropyridin-3-yl)ureido)-3-(4'-methoxy biphenyl-3-yl)propanoate CN1C(C(=C(C(=C1)C)[O-])NC(N[C@@H](CC(=O)[O-])C=1C=C(C=CC1)C1=CC=C(C=C1)OC)=O)=O.[Na+].[Na+]